CC1=C(C=CC(=C1)O)O 2-methyl-p-hydroquinone